3-(4-bromo-3-fluorophenyl)piperidine-1-carboxylic acid tert-butyl ester C(C)(C)(C)OC(=O)N1CC(CCC1)C1=CC(=C(C=C1)Br)F